3-bromo-N-(4-methoxybenzyl)-N-methyl-4-((4-(pentafluoro-λ6-sulfanyl)phenyl)amino)benzenesulfonamide BrC=1C=C(C=CC1NC1=CC=C(C=C1)S(F)(F)(F)(F)F)S(=O)(=O)N(C)CC1=CC=C(C=C1)OC